ClC1=CC=C2C(=CN=C(C2=C1)NC)S(=O)(=O)NC1=C(C=C(C(=C1)F)CC#N)F 7-chloro-N-[4-(cyanomethyl)-2,5-difluoro-phenyl]-1-(methylamino)isoquinoline-4-sulfonamide